2-fluoro-1,5,4,2-oxathiazaphosphine FP1OCSN=C1